(R)-2-(N-[4-amino-5-(4-chlorobenzoyl)thiazol-2-yl]-4-fluoro-anilino)propanamide NC=1N=C(SC1C(C1=CC=C(C=C1)Cl)=O)N(C1=CC=C(C=C1)F)[C@@H](C(=O)N)C